O=C1N(CCCC1)C(C(=O)O)C 2-(2-Oxopiperidin-1-yl)propanoic Acid